4-methylmorpholinium chloride hydrate O.[Cl-].C[NH+]1CCOCC1